2-methyl-5-(3-nitrophenyl)tetrazole CN1N=C(N=N1)C1=CC(=CC=C1)[N+](=O)[O-]